FC(C(=O)O)(F)F.C(#N)CC1CCC(CC1)N1C(=NC=2C1=C1C(=NC2)NC=C1)CC(=O)NC 2-(1-((1r,4r)-4-(Cyanomethyl)cyclohexyl)-1,6-dihydroimidazo[4,5-d]pyrrolo[2,3-b]pyridin-2-yl)-N-methylacetamide trifluoroacetic acid salt